isopentyl butyrate (3-methylbutyl butyrate) CC(CCC(C(=O)O)CC)C.C(CCC)(=O)OCCC(C)C